C(C)(C)(C)OC(CCOCCNC1=C2C(N(C(C2=CC=C1)=O)C1C(NC(CC1)=O)=O)=O)=O 3-[2-[[2-(2,6-dioxo-3-piperidyl)-1,3-dioxo-isoindolin-4-yl]amino]ethoxy]propionic acid tert-butyl ester